FC(S(=O)(=O)[N-]S(=O)(=O)C(F)(F)F)(F)F bis(trifluoromethylsulfonyl)azanide